trimethylboroxin CB1OB(OB(O1)C)C